N1NCC2=CC=CC=C12 Azaisoindoline